3-(4-fluoro-3-hydroxy-phenyl)-urea FC1=C(C=C(C=C1)NC(N)=O)O